OC[C@H]1C[C@@H](CC1)OC1=CC=C(C=C1)NC(OC1=CC=C(C=C1)[N+](=O)[O-])=O 4-nitrophenyl (4-(((1R,3R)-3-(hydroxymethyl)cyclopentyl)oxy)phenyl)carbamate